1-(3-fluorophenyl)-[1]benzopyrano[3,4-d]imidazol-4(1H)-one FC=1C=C(C=CC1)N1C=NC2=C1C1=C(OC2=O)C=CC=C1